P(=O)(O)(O)O.CC=1C=CC=2C[C@@H]3[C@@H]4CCCC[C@@]4(C2C1)CCN3C 3,17-dimethyl-morphinan phosphate